C(#N)C(=CC(=O)[O-])C#N Biscyanoacrylate